C(C)OC(\C=C\CC(C=O)C)=O (E)-5-methyl-6-oxohex-2-enoic acid ethyl ester